4-(2,2,2-trifluoro-N-((2-isobutyramido-4-oxo-3,4-dihydropteridin-6-yl)methyl)acetamido)benzoic acid FC(C(=O)N(CC=1N=C2C(NC(=NC2=NC1)NC(C(C)C)=O)=O)C1=CC=C(C(=O)O)C=C1)(F)F